ClC1=C2N=C(N(C2=NC(=N1)C#CCCCCCC)[C@@H]1OCC[C@H]1O)C=1OC=CC1 (2R,3R)-2-(6-chloro-8-(furan-2-yl)-2-(oct-1-yn-1-yl)-9H-purin-9-yl)tetrahydrofuran-3-ol